(E)-3-(3-fluoro-4-methyl-5-(3-(3-methyl-1H-indazol-6-yl)acrylamido)phenyl)propanoic acid FC=1C=C(C=C(C1C)NC(\C=C\C1=CC=C2C(=NNC2=C1)C)=O)CCC(=O)O